C1(CCCC1)C1=CC=C(C=C1)C1(CCC(CC1)N)N 1-(4-cyclopentylphenyl)cyclohexane-1,4-diamine